3-(5-cyclopropyl-3-ethylsulfanyl-2-pyridyl)-8-(2,2,3,3,3-penta-fluoropropoxy)imidazo[1,5-a]pyridine C1(CC1)C=1C=C(C(=NC1)C1=NC=C2N1C=CC=C2OCC(C(F)(F)F)(F)F)SCC